C(C)(C)(C)OC(=O)N(C(OC(C)(C)C)=O)C1COCC2=CC=C(C=C12)C(F)(F)F tert-butyl (tert-butoxycarbonyl)(6-(trifluoromethyl)isochroman-4-yl)carbamate